5-[2-[5-(difluoromethoxy)pyrimidin-2-yl]oxy-6-fluoro-phenyl]-3-(difluoromethyl)isoxazole FC(OC=1C=NC(=NC1)OC1=C(C(=CC=C1)F)C1=CC(=NO1)C(F)F)F